O1CC(C1)C1=CC(=NO1)C(=O)NC1C[C@H]2CC[C@@H](C1)N2S(=O)(=O)N2CC1(CN(C1)C(=O)OC(C)(C)C)CC2 tert-butyl 6-(((1R,3r,5S)-3-(5-(oxetan-3-yl)isoxazole-3-carboxamido)-8-azabicyclo[3.2.1]octan-8-yl)sulfonyl)-2,6-diazaspiro[3.4]octane-2-carboxylate